2-[3-(benzyloxy)-4-{2-[(2,3-dihydro-1H-inden-2-yl)amino]pyrimidin-5-yl}-1H-pyrazol-1-yl]-1-(morpholin-4-yl)ethan-1-one C(C1=CC=CC=C1)OC1=NN(C=C1C=1C=NC(=NC1)NC1CC2=CC=CC=C2C1)CC(=O)N1CCOCC1